N-(2-((2-(dimethylamino)ethyl)(methyl)amino)-5-((5-methoxy-4-(4-fluoro-1-isopropyl-2-methyl-1H-benzo[d]imidazole-6-yl)pyrimidin-2-yl)amino)-4-methoxyphenyl)acrylamide CN(CCN(C1=C(C=C(C(=C1)OC)NC1=NC=C(C(=N1)C=1C=C(C2=C(N(C(=N2)C)C(C)C)C1)F)OC)NC(C=C)=O)C)C